C(C)N(CCOCCN(CC)CC)CC bis-(2-diethylaminoethyl) ether